2-(3-(3-(1-(2-chloro-4-fluorophenyl)cyclopropyl)-1,2,4-oxadiazol-5-yl)-5-(difluoromethyl)-1H-pyrazol-1-yl)acetamide ClC1=C(C=CC(=C1)F)C1(CC1)C1=NOC(=N1)C1=NN(C(=C1)C(F)F)CC(=O)N